γ-methylbenzene-1-pentanol CC(CCO)CCC1=CC=CC=C1